3-amino-4-(7-fluoro-1H-indazol-4-yl)-6-(oxan-4-yl)-1H-1,7-phenanthrolin-2-one NC=1C(NC2=C3C=CC=NC3=C(C=C2C1C1=C2C=NNC2=C(C=C1)F)C1CCOCC1)=O